[2H]C(C(=O)[O-])CC(C(=O)[O-])C=1C=CC=C2NC=C(CCN(C([2H])([2H])[2H])C([2H])([2H])[2H])C12 α-deutero-N,N-di(trideuteromethyl)tryptamine-4-glutarate